C(C)(=O)C1=CC(=NC2=CC(=C(C=C12)C1=CC=C(C=C1)F)C#N)C 4-acetyl-6-(4-fluorophenyl)-2-methylquinoline-7-carbonitrile